(3R)-3-{[2-(4-Methylthiophen-3-yl)[1,2,4]triazolo[1,5-c]quinazolin-5-yl]amino}azepin-2-one CC=1C(=CSC1)C1=NN2C(=NC=3C=CC=CC3C2=N1)NC=1C(N=CC=CC1)=O